trimethylolpropane bis(4-mercaptobutyrate) SCCCC(=O)O.SCCCC(=O)O.C(O)C(CC)(CO)CO